CC1=C(C(=CC=C1)C)C(C(=O)NN1C(OCC1)=O)OC (2,6-dimethylphenyl)-2-methoxy-N-(2-oxo-3-oxazolidinyl)acetamide